CO[Si](OC)(OC)CCCNC(NCCC[Si](OC)(OC)OC)C(C)SCCC[Si](OC)(OC)OC trimethoxysilylpropyl bis(trimethoxysilylpropylamino)methylethyl sulfide